trans-4-((5-fluoro-4-(3-(4-hydroxypiperidin-1-yl)phenyl)pyrimidin-2-yl)amino)cyclohexane-1-carboxylic acid FC=1C(=NC(=NC1)N[C@@H]1CC[C@H](CC1)C(=O)O)C1=CC(=CC=C1)N1CCC(CC1)O